C(C=C)C1(C(NC(NC1=O)=O)=O)CC=C 5,5-diallylbarbiturate